C(#N)[C@H](C[C@H]1C(NCCC1)=O)NC([C@H](CC(C)(C)C)NC([C@H](C(C)(C)C)NC(C(F)(F)F)=O)=O)=O (S)-N-((S)-1-cyano-2-((S)-2-oxopiperidin-3-yl)ethyl)-2-((S)-3,3-dimethyl-2-(2,2,2-trifluoroacetamido)butanamido)-4,4-dimethylpentanamide